2-ethylhexyl 3-(((5S,7S)-5-(2-cyanophenyl)-7-fluoro-6,7-dihydro-5H-pyrrolo[1,2-b][1,2,4]triazol-2-yl)thio)propanoate C(#N)C1=C(C=CC=C1)[C@@H]1C[C@@H](C=2N1N=C(N2)SCCC(=O)OCC(CCCC)CC)F